BrC=1C(=C(C=CC1)\C=C(/F)\C=1C=CC2=C(OC(OC2)(C)C)C1)C (Z)-7-(2-(3-bromo-2-methylphenyl)-1-fluorovinyl)-2,2-dimethyl-4H-benzo[d][1,3]dioxin